citrulline carbonate C(O)(O)=O.N[C@@H](CCCNC(=O)N)C(=O)O